OC(=O)C(F)(F)F.FC=1C=C(C=CC1C1CCNCC1)C1C(NC(CC1)=O)=O 3-[3-fluoro-4-(4-piperidinyl)phenyl]piperidine-2,6-dione TFA salt